1-ethyl-2-[11-ethyl-9-(3-hydroxypropyl)-1,9-diazatricyclo[6.3.1.04,12]dodeca-2,4(12),5,7-tetraen-2-yl]-7-fluoro-benzimidazole-5-carboxylic acid C(C)N1C(=NC2=C1C(=CC(=C2)C(=O)O)F)C=2N1C(CN(C3=CC=CC(C2)=C13)CCCO)CC